N1-(5-(3-(2-fluoroethyl)-2-methyl-3H-imidazo[4,5-b]pyridin-5-yl)pyrrolo[2,1-f][1,2,4]triazin-2-yl)-N3,N3-dimethylcyclobutane-1,3-diamine FCCN1C(=NC=2C1=NC(=CC2)C=2C=CN1N=C(N=CC12)NC1CC(C1)N(C)C)C